NC=1N=NC(=CC1N1N=CC(=C1)N1CCC(CC1)C=O)C1=C(C=CC=C1)O 1-(1-(3-amino-6-(2-hydroxyphenyl)pyridazin-4-yl)-1H-pyrazol-4-yl)piperidine-4-carbaldehyde